3-methyl-5-(benzyloxy)-2-(4-benzyloxyphenyl)-1H-indole CC1=C(NC2=CC=C(C=C12)OCC1=CC=CC=C1)C1=CC=C(C=C1)OCC1=CC=CC=C1